5-(1,3-dioxolan-2-yl)-3-methylpicolinonitrile O1C(OCC1)C=1C=C(C(=NC1)C#N)C